4-hydroxy-5,8-dimethylquinoline-2-carboxylic acid methyl ester COC(=O)C1=NC2=C(C=CC(=C2C(=C1)O)C)C